C(C1=CC=CC=C1)OC1=C2C(=CNC2=C(C=C1)C)C(C(=O)N(C)CC)=O 2-(4-(benzyloxy)-7-methyl-1H-indol-3-yl)-N-ethyl-N-methyl-2-oxoacetamide